3'-methoxybenzidinemonodiazonium COC=1C=C(C=2C(=CC(N)=CC2)[N+]#N)C=CC1N